[2,6-Bis(2,4,6-triisopropylphenyl)phenyl]-cyclohexyl-[3,5-bis(trifluoromethyl)phenyl]phosphine C(C)(C)C1=C(C(=CC(=C1)C(C)C)C(C)C)C1=C(C(=CC=C1)C1=C(C=C(C=C1C(C)C)C(C)C)C(C)C)P(C1=CC(=CC(=C1)C(F)(F)F)C(F)(F)F)C1CCCCC1